N-[1-[3-(5-bromo-2-pyridyl)pyrazin-2-yl]ethyl]-3-(trifluoromethyl)-5-(trifluoromethylsulfonyl)benzamide BrC=1C=CC(=NC1)C=1C(=NC=CN1)C(C)NC(C1=CC(=CC(=C1)S(=O)(=O)C(F)(F)F)C(F)(F)F)=O